(2R,3S)-2-(3-fluoro-4-methoxyphenyl)-3-(3,4,5-trimethoxyphenyl)aziridine FC=1C=C(C=CC1OC)[C@H]1N[C@H]1C1=CC(=C(C(=C1)OC)OC)OC